FC1(CC2(C1)C[C@@H](N(CC2)CC2=C1C=CNC1=C(C=C2OC)C)C2=CC=C(C=C2)C2=CC=CC(N2)=O)F (R)-6-(4-(2,2-difluoro-7-((5-methoxy-7-methyl-1H-indol-4-yl)methyl)-7-azaspiro[3.5]nonan-6-yl)phenyl)pyridin-2(1H)-one